6-chloro-1H-triazolo[4,5-c]pyridine ClC1=CC2=C(C=N1)N=NN2